3-[2-[3-[[(2s,3r,4s)-1-benzyloxycarbonyl-4-fluoro-3-(fluoromethylsulfonylamino)-2-piperidinyl]methyl]-2-fluoro-phenyl]-4,6-difluoro-phenoxy]propionic acid C(C1=CC=CC=C1)OC(=O)N1[C@H]([C@H]([C@H](CC1)F)NS(=O)(=O)CF)CC=1C(=C(C=CC1)C1=C(OCCC(=O)O)C(=CC(=C1)F)F)F